tert-Butyl N-[4-carbamoyl-5-[6-[2-[[5-(2,2-dimethylpropyl)isoxazol-3-yl]amino]-1-methyl-2-oxo-ethyl]-3-pyridyl]-2-isopropyl-pyrazol-3-yl]carbamate C(N)(=O)C1=C(N(N=C1C=1C=NC(=CC1)C(C(=O)NC1=NOC(=C1)CC(C)(C)C)C)C(C)C)NC(OC(C)(C)C)=O